3-bromo-3a,7a-dimethyl-3a,4,5,6,7,7a-hexahydrobenzo[b]Thiophene BrC=1C2(C(SC1)(CCCC2)C)C